(R)-5-amino-N-((5-bromopyridin-2-yl)methyl)-N-((3-fluoropyridin-2-yl)methyl)-6-methyl-6,8-dihydro-1H-furo[3,4-d]pyrrolo[3,2-b]pyridine-2-carboxamide NC1=C2C(=C3C(=N1)C=C(N3)C(=O)N(CC3=NC=CC=C3F)CC3=NC=C(C=C3)Br)CO[C@@H]2C